(S)-methyl-4-(1-amino-2,2-diethoxyethyl)benzoate COC(C1=CC=C(C=C1)[C@@H](C(OCC)OCC)N)=O